C(C)(C)(C)N1CCN(CC1)CC1CCNCC1 tert-butyl-4-[(piperidin-4-yl)methyl]piperazine